C(=O)(O)C1=C(C=CC=C1C(=O)O)C(C)C1=C(C(=CC=C1)C(=O)O)C(=O)O 1,1-bis-(2,3-dicarboxyphenyl)-ethane